FC=1C(=NC(=NC1)N[C@@H]1CC[C@H](CC1)NC(C)=O)C1=NC(=CC=C1)N1C(CCCC1)=O N-(trans-4-((5-fluoro-4-(6-(2-oxopiperidin-1-yl)pyridin-2-yl)pyrimidin-2-yl)amino)cyclohexyl)acetamide